C(=O)C1=CC=C(C=C1)C1=NC(=NC(=N1)C1=CC=C(C=C1)C=O)C1=CC=C(C=C1)C=O tris(4-formylphenyl)-1,3,5-triazine